C(C)N(C1=CC=C(C=C1)NCC1CCC(CC1)NC(OC(C)(C)C)=O)CCCCC tert-butyl ((1r,4r)-4-(((4-(ethyl (pentyl)amino)phenyl)amino)methyl)cyclohexyl)carbamate